NC1=C2C(N(C=NC2=CC=C1OC1=C(C(=CC=C1F)NS(N(C)CC)(=O)=O)C#N)C=1C=NC(=NC1)N1CCNCC1)=O 5-amino-6-[2-cyano-3-[[ethyl(methyl)sulfamoyl]amino]-6-fluoro-phenoxy]-4-oxo-3-(2-piperazin-1-ylpyrimidin-5-yl)quinazoline